lithium 2,2-dimethylpropanedioate CC(C(=O)[O-])(C(=O)[O-])C.[Li+].[Li+]